ClC=1C=CC(=C(C1)NC(C(=O)N[C@H](C(=O)NC1=CC=C(C(=O)O)C=C1)CC1=CC=CC=C1)=O)C(NC)=O (S)-4-(2-(2-((5-chloro-2-(methylcarbamoyl)phenyl)amino)-2-oxoacetamido)-3-phenylpropionamido)benzoic acid